ClC1=C(C=CC(=C1)C(=O)N1[C@H]([C@@H](N(CC1)C1=CC(=CC=C1)Cl)C)C)[S@](=O)CC(=O)OCCOCCOCC |&1:24| (±)-2-(2-Ethoxyethoxy)ethyl 2-((2-chloro-4-(4-(3-chlorophenyl)-trans-2,3-dimethylpiperazine-1-carbonyl)phenyl)sulfinyl)acetate